5-((2',3'-difluoro-3,6-dihydro-[4,4'-bipyridyl]-1(2H)-yl)methyl)-2-(2,4-dioxotetrahydropyrimidin-1(2H)-yl)isoindoline-1,3-dione FC1=NC=CC(=C1F)C=1CCN(CC1)CC=1C=C2C(N(C(C2=CC1)=O)N1C(NC(CC1)=O)=O)=O